1-{4-fluoro-5-(2-fluoropyridin-3-yl)-1-[(4-methylpyridin-2-yl)sulfonyl]-1H-pyrrol-3-yl}-N-methylmethylamine FC=1C(=CN(C1C=1C(=NC=CC1)F)S(=O)(=O)C1=NC=CC(=C1)C)CNC